C[Si](C)(C)C1(OCCC1)[Si](C)(C)C.[Na] sodium bis(trimethylsilyl)tetrahydrofuran